ClC=1C(=NC=C(C1)[N+](=O)[O-])\C(=N/O)\NC(CCCC(=O)OCC)=O Ethyl 5-{[(E)-(3-chloro-5-nitropyridin-2-yl) (oximino) methyl] amino}-5-oxopentanoate